C(#N)C=1C(=C(C=CC1)C1=CC=CC=C1)C1=C(C2=CC3=CC=CC=C3C=C2C=C1)C1=COC=2C1=CC=C1C2C=CC2=CC=CC=C21 (cyanobiphenylyl)(naphthobenzofuranyl)anthracene